4-[(4R,5S)-4,5-bis(4-chlorophenyl)-2-(4-methoxy-2-propan-2-yloxyphenyl)-4,5-dihydroimidazole-1-carbonyl]piperazin-2-one ClC1=CC=C(C=C1)[C@H]1N=C(N([C@H]1C1=CC=C(C=C1)Cl)C(=O)N1CC(NCC1)=O)C1=C(C=C(C=C1)OC)OC(C)C